4-((5-(3-(4-(tert-butyl)-6-methylpyridin-2-yl)cyclopentyl)-1H-pyrazol-3-yl)amino)-3-fluorobenzenesulfonamide C(C)(C)(C)C1=CC(=NC(=C1)C)C1CC(CC1)C1=CC(=NN1)NC1=C(C=C(C=C1)S(=O)(=O)N)F